cyclobutyl-pyridine-amide C1(CCC1)C=1C(=NC=CC1)C(=O)N